5-[7-methoxy-2-(4-piperidinyl)pyrazolo[4,3-B]pyridin-5-yl]-2-methyl-indazol-6-ol COC=1C=2C(N=C(C1)C1=CC3=CN(N=C3C=C1O)C)=CN(N2)C2CCNCC2